ClC=1C(=NC(=NC1)NC1CCN(CC1)S(=O)(=O)C)C1=C(N=C(S1)C1CC1)C(F)(F)F 5-chloro-4-[2-cyclopropyl-4-(trifluoromethyl)thiazol-5-yl]-N-(1-methylsulfonyl-4-piperidyl)pyrimidin-2-amine